FC=1C=C(C=CC1F)NC(=O)C=1N(C=C2C1OCC1(NS2(=O)=O)CN(CC1)C(=O)C=1OC(=NN1)C)C N-(3,4-Difluorophenyl)-7'-methyl-1-(5-methyl-1,3,4-oxadiazol-2-carbonyl)-2'H,4'H,7'H-spiro[pyrrolidin-3,3'-pyrrolo[3,4-b][1,4,5]oxathiazepin]-6'-carboxamid 1',1'-dioxid